NC1=C2N=C(N(C2=NC(=N1)F)CC=1C=CC(=C(COC=2C=C(C=CC2)CO)C1)F)Br (3-((5-((6-amino-8-bromo-2-fluoro-9H-purin-9-yl)methyl)-2-fluorobenzyl)oxy)phenyl)methanol